2-bromo-N-(5-chloro-4-((4-chlorophenyl)(cyano)methyl)-2-methylphenyl)benzamide BrC1=C(C(=O)NC2=C(C=C(C(=C2)Cl)C(C#N)C2=CC=C(C=C2)Cl)C)C=CC=C1